cyanoethylpyridine C(#N)CCC1=NC=CC=C1